COC1CC(C1)NC=1C2=C(N=C(N1)C=1N(C=CN1)C)SC(=C2C2=CC=CC=C2)C=2N=CN(C2)C N-((1s,3s)-3-methoxycyclobutyl)-2-(1-methyl-1H-imidazol-2-yl)-6-(1-methyl-1H-imidazol-4-yl)-5-phenylthieno[2,3-d]pyrimidin-4-amine